(S)-3-methoxy-N-(6-(5-methyl-6,7-dihydro-5H-pyrrolo[2,1-c][1,2,4]triazol-3-yl)pyridin-2-yl)-1-(1-methylpiperidin-4-yl)-1H-pyrazole-4-carboxamide COC1=NN(C=C1C(=O)NC1=NC(=CC=C1)C=1N2C(=NN1)CC[C@@H]2C)C2CCN(CC2)C